4-(4-(benzo[b]thiophen-4-yl)piperazin-1-yl)butan-1-ol S1C2=C(C=C1)C(=CC=C2)N2CCN(CC2)CCCCO